3-(2,6-dioxopiperidin-3-yl)-4-oxo-3,4-dihydrobenzo[d][1,2,3]triazine-5-carboxamide O=C1NC(CCC1N1N=NC2=C(C1=O)C(=CC=C2)C(=O)N)=O